CC1(COCC(CN1)NC1=NC=C(C(=N1)N1C=CC2=CC=C(C(=C12)P(=O)(C)C)C#N)C(F)(F)F)C (2-((3,3-dimethyl-1,4-oxazepan-6-yl)amino)-5-(trifluoromethyl)pyrimidin-4-yl)-7-(dimethylphosphoryl)-1H-indole-6-carbonitrile